C(C)(C)(C)OC(NC1=CC(=C(C2=NON=C21)N2CCOCC2)C#N)=O (6-Cyano-7-morpholinylbenzo[c][1,2,5]oxadiazol-4-yl)carbamic acid tert-butyl ester